FC1(CN(C1)C1=NC(=CC2=C1N=C(N=C2)NC2=C(C=C(C=C2)C2=NN=CN2C)OCC)C)F 8-(3,3-difluoroazetidin-1-yl)-N-(2-ethoxy-4-(4-methyl-4H-1,2,4-triazol-3-yl)phenyl)-6-methylpyrido[3,4-d]pyrimidin-2-amine